FC=1C=C(C=NC1OC)CN1C2CN(CC1C2)C2=CC=C(C=N2)C=2C=1N(C=C(C2)C#CC2(CCC2)O)N=CC1C#N 4-(6-(6-((5-Fluoro-6-methoxypyridin-3-yl)methyl)-3,6-diazabicyclo[3.1.1]heptan-3-yl)pyridin-3-yl)-6-((1-hydroxycyclobutyl)ethynyl)pyrazolo[1,5-a]pyridine-3-carbonitrile